(S)-8-cyclopentyl-7-ethyl-2-[4-[2-[4-(2-hydroxyethyl)piperazin-1-yl]ethylsulfonyl]-2-methoxyphenylamino]-5-methyl-7,8-dihydropterin C1(CCCC1)N1C(CN(C=2C(N[C@@](NC12)(N)NC1=C(C=C(C=C1)S(=O)(=O)CCN1CCN(CC1)CCO)OC)=O)C)CC